(4-(4,6-difluoro-1-((2-(trimethylsilyl)ethoxy)methyl)-1H-indol-7-yl)thiophen-2-yl)boronic acid FC1=C2C=CN(C2=C(C(=C1)F)C=1C=C(SC1)B(O)O)COCC[Si](C)(C)C